N-(4-cyanobicyclo[2.2.2]oct-1-yl)-2-(methylsulfonyl)-5-(trifluoromethoxy)benzamide C(#N)C12CCC(CC1)(CC2)NC(C2=C(C=CC(=C2)OC(F)(F)F)S(=O)(=O)C)=O